[1-(2-trimethylsilylethoxymethyl)pyrazol-3-yl]methanol C[Si](CCOCN1N=C(C=C1)CO)(C)C